OCCC=1C=2N(C=C(C1)C(=O)OCC)C=C(N2)C ethyl 8-(2-hydroxyethyl)-2-methylimidazo[1,2-a]pyridine-6-carboxylate